CC(CCCC(=O)O)O The molecule is a medium-chain fatty acid that is hexanoic acid substituted at position 5 by a hydroxy group. It has a role as a human urinary metabolite. It is an (omega-1)-hydroxy fatty acid and a medium-chain fatty acid. It derives from a hexanoic acid. It is a conjugate acid of a 5-hydroxyhexanoate.